COC1=CC(=NC(=N1)NC1=CC=CC=C1)CNCCO 2-(((6-methoxy-2-(phenylamino)pyrimidin-4-yl)methyl)amino)ethan-1-ol